C(C1=CC=CC=C1)N(C(=S)SSCCCCCCCSSC(N(CC1=CC=CC=C1)CC1=CC=CC=C1)=S)CC1=CC=CC=C1 1,7-bis(dibenzylthiocarbamoyldithio)heptane